1-butyl-3-methylimidazolium dicyanamide salt [N-](C#N)C#N.C(CCC)N1C=[N+](C=C1)C